BrC=1C(=NN(C1CC)C)C(CCC1(OCCO1)C)=O 1-(4-bromo-5-ethyl-1-methyl-1H-pyrazol-3-yl)-3-(2-methyl-1,3-dioxolan-2-yl)propan-1-one